C1CCC12CN(CC2)CC2=CC(=C1CN(C(C1=C2)=O)C2=NC(=CC(=C2)C2=C(C=CC(=C2)C)C2=NN=CN2C)Cl)C(F)(F)F 6-{6-azaspiro[3.4]octan-6-ylmethyl}-2-{6-chloro-4-[5-methyl-2-(4-methyl-1,2,4-triazol-3-yl)phenyl]pyridin-2-yl}-4-(trifluoromethyl)-3H-isoindol-1-one